(R)-5-(tert-butyl)-3-isothiocyanato-1-(1-methylpyrrolidin-3-yl)-1H-pyrazole C(C)(C)(C)C1=CC(=NN1[C@H]1CN(CC1)C)N=C=S